C(CCCCCCC\C=C/C\C=C/CCCCC)(=O)OCC(COC(CCC(OCCCCCCCC)OCCCCCCCC)=O)COC(=O)OCCCN(CC)CC (9Z,12Z)-3-((4,4-bis(octyloxy) butanoyl)oxy)-2-((((3-(diethylamino) propoxy)carbonyl) oxy)methyl)propyl octadeca-9,12-dienoate